[6-(3-Chloro-1H-pyrazol-4-yl)-1-[2-(dimethylamino)ethyl]pyrrolo[2,3-b]pyridin-3-yl]-(6-fluorochroman-3-yl)methanone ClC1=NNC=C1C1=CC=C2C(=N1)N(C=C2C(=O)C2COC1=CC=C(C=C1C2)F)CCN(C)C